N-(5-bromo-2-nitrophenyl)-1-(phenylsulfonyl)-1H-pyrrolo[2,3-b]pyridin-4-amine BrC=1C=CC(=C(C1)NC=1C2=C(N=CC1)N(C=C2)S(=O)(=O)C2=CC=CC=C2)[N+](=O)[O-]